CN1N=CC(=C1)C1=CC=C(C=C1)CNC1=NC=NC(=C1)C1=CN=C2N1C=CC(=C2)OC[C@@H]2N(CCOC2)C N-{[4-(1-methyl-1H-pyrazol-4-yl)phenyl]methyl}-6-(7-{[(3R)-4-methylmorpholin-3-yl]methoxy}imidazo[1,2-a]pyridin-3-yl)pyrimidin-4-amine